C(C)(C)(C)C1=CC2=C(C(=C3C=C(C=C4C(=C(C(=C1)C2=C43)C4=CC=CC=3C2=CC=CC=C2C(C43)(C)C)C4=CC=CC=3C2=CC=CC=C2C(C43)(C)C)C(C)(C)C)C4=CC=CC=3C2=CC=CC=C2C(C43)(C)C)C4=CC=CC=3C2=CC=CC=C2C(C43)(C)C 2,7-di-tert-butyl-4,5,9,10-tetrakis(9',9'-dimethylfluorenyl)pyrene